C(#N)C1=CC=CC2=C1N(C(=N2)NC(CC(C)(C)C2CC2)=O)C2(CCC2)C N-(7-cyano-1-(1-methylcyclobutyl)-1H-benzo[d]imidazol-2-yl)-3-cyclopropyl-3-methylbutanamide